ClC=1C=C(NC2(CCC3(C(CC4=CC=CC=C34)CC(C)C3CCC(CC3)=O)CC2)C(=O)O)C=CC1 (1r,4r)-4-(3-chloroanilino)-2'-[2-(4-oxocyclohexyl)propyl]-2',3'-dihydrospiro[cyclohexane-1,1'-indene]-4-carboxylic acid